BrC1=CC(=C(C(=C1)O)O)C=NC1=C(C=C(C=C1)Cl)Cl 5-bromo-3-((2,4-dichloro-phenylimino)meth-yl)benzene-1,2-diol